FC(C)(C)C=1C=C(C(=O)NC2=CC(=C(C=C2)C)C=2C=CC=3C4=C(N=CC3C2)NC(C4)=O)C=CN1 2-(2-fluoropropan-2-yl)-N-(4-methyl-3-(2-oxo-2,3-dihydro-1H-pyrrolo[2,3-c]isoquinolin-7-yl)phenyl)isonicotinamide